C(C)(C)C=1C(=C(C=CC1)O)C ISOPROPYL-METHYLPHENOL